3-methylsulfonylthiotetrahydrothiophene-1,1-dioxide CS(=O)(=O)SC1CS(CC1)(=O)=O